3-(5-(((1R,2S)-2-(3,3-dimethylpiperidin-1-yl)cyclopentyl)oxy)-1-oxoisoindolin-2-yl)piperidine-2,6-dione CC1(CN(CCC1)[C@@H]1[C@@H](CCC1)OC=1C=C2CN(C(C2=CC1)=O)C1C(NC(CC1)=O)=O)C